2-{[1-(4-chlorophenyl)-4-methyl-1H-1,2,3-triazol-5-yl]methoxy}-6-[(3S)-oxolane-3-carbonyl]-5,6,7,8-tetrahydro-1,6-naphthyridine ClC1=CC=C(C=C1)N1N=NC(=C1COC1=NC=2CCN(CC2C=C1)C(=O)[C@@H]1COCC1)C